C1(CC1)C1=C(C(=NO1)C1=C(C=CC=C1Cl)Cl)CCN1CCN(CC1)C=1C=C2C=CC(=NC2=CC1)C(=O)O 6-(4-(2-(5-cyclopropyl-3-(2,6-dichlorophenyl)isoxazol-4-yl)ethyl)piperazin-1-yl)quinoline-2-carboxylic acid